FC1=CC=CC(=N1)C1=NC2=CC(=NC=C2C=C1)CC(=O)OC(C)(C)C tert-butyl 2-(2-(6-fluoropyridin-2-yl)-1,6-naphthyridin-7-yl)acetate